N-methyl-3-trifluoromethyl-4-bromomethyl-5-difluoromethoxypyrazole CN1N=C(C(=C1OC(F)F)CBr)C(F)(F)F